[Na+].C(=CCCCCCCCCCC)S(=O)(=O)[O-] 1-dodecene-1-sulfonic acid sodium salt